6,9-dichloro-1,2,3,4-tetrahydroacridine ClC=1C=C2N=C3CCCCC3=C(C2=CC1)Cl